CC1=NNC=2N=C(N(C(C21)=O)C)N2CCC1(CCN(C1)C1=CC(=NC=C1)C(F)(F)F)CC2 3,5-dimethyl-6-(2-(2-(trifluoromethyl)pyridin-4-yl)-2,8-diazaspiro[4.5]decan-8-yl)-1,5-dihydro-4H-pyrazolo[3,4-d]pyrimidin-4-one